BrC1=CC2=C(N(C(N2CCOC)=O)C)C=C1 5-bromo-3-(2-methoxyethyl)-1-methyl-1,3-dihydro-2H-benzo[d]imidazol-2-one